(R)-3-fluoro-4-(7-methyl-2-(2-(1-methyl-1H-pyrazol-4-yl)morpholino)-8-oxo-6-(trifluoromethyl)-7,8-dihydropyrimido[5,4-d]pyrimidin-4-yl)benzonitrile FC=1C=C(C#N)C=CC1C=1C2=C(N=C(N1)N1C[C@H](OCC1)C=1C=NN(C1)C)C(N(C(=N2)C(F)(F)F)C)=O